C(C)(=O)O.C(C\C=C/CC)S cis-3-hexenyl thiol acetate